3-((S)-3-((R)-8-(1-ethyl-7-fluoro-4-oxo-1,4-dihydroquinolin-3-ylsulfonyl)-1-oxa-8-azaspiro[4.5]dec-3-ylamino)-2-hydroxypropoxy)benzenesulfonamide C(C)N1C=C(C(C2=CC=C(C=C12)F)=O)S(=O)(=O)N1CCC2(C[C@H](CO2)NC[C@@H](COC=2C=C(C=CC2)S(=O)(=O)N)O)CC1